(5RS)-2-[(6-Methylpyridin-3-yl)methyl]-3-oxo-2,3,5,6,7,8-hexahydro[1,2,4]triazolo[4,3-a]pyridine-5-carboxylic acid CC1=CC=C(C=N1)CN1N=C2N([C@H](CCC2)C(=O)O)C1=O |r|